tert-butylpyrocatechol C(C)(C)(C)C1=C(C(O)=CC=C1)O